4-(n-butyl)pyridine C(CCC)C1=CC=NC=C1